CN([P@@](OC[C@@H]1CN(C[C@@H](O1)N1C2=NC(=NC(=C2N=C1)OCC1=CC=C(C=C1)C)NC(C(C)C)=O)C(C1=CC=CC=C1)(C1=CC=CC=C1)C1=CC=CC=C1)(=O)Cl)C ((2S,6R)-6-(2-isobutyramido-6-((4-methylbenzyl)oxy)-9H-purin-9-yl)-4-tritylmorpholin-2-yl)methyl (S)-dimethylphosphoramidochloridate